tert-butyl ((6-(difluoromethoxy)pyridin-3-yl)methyl)carbamate FC(OC1=CC=C(C=N1)CNC(OC(C)(C)C)=O)F